4-(cyclopentylamino)-2-((2-methoxy-4-(morpholinosulfonyl)phenyl)amino)-7H-pyrrolo[2,3-d]pyrimidine-5-carbonitrile C1(CCCC1)NC=1C2=C(N=C(N1)NC1=C(C=C(C=C1)S(=O)(=O)N1CCOCC1)OC)NC=C2C#N